8-chloro-N-(cyclopropylmethyl)-2-methoxy-N-[1-(2-pyrimidin-2-yl-1,2,4-triazol-3-yl)ethyl]-6-(trifluoromethyl)quinazolin-4-amine ClC=1C=C(C=C2C(=NC(=NC12)OC)N(C(C)C=1N(N=CN1)C1=NC=CC=N1)CC1CC1)C(F)(F)F